C(C(C)C)NC(=O)N1C=NC(=C1)C=1C=NC=CC1 N-iso-Butyl-4-(pyridin-3-yl)-1H-imidazole-1-carboxamide